(R)-(8-(5-bromo-4-cyano-6-methylpyrimidin-2-yl)-8-azaspiro[4.5]dec-1-yl)carbamic acid tert-butyl ester C(C)(C)(C)OC(N[C@@H]1CCCC12CCN(CC2)C2=NC(=C(C(=N2)C#N)Br)C)=O